5-{2-[(dimethylamino)methyl]phenyl}thiophen CN(C)CC1=C(C=CC=C1)C1=CC=CS1